C(C1=CC=CC=C1)OC1=CC=C2C(=C(COC2=C1)Br)C1=CC=C(C=C1)N1CC(C1)C(OC)OC 1-(4-(7-(benzyloxy)-3-bromo-2H-chromene-4-yl)phenyl)-3-(dimethoxymethyl)azetidine